ClC1=C(C=CC=C1F)C1C(OCC(N1CC1=CC=C(C=C1)OC)=O)CI 5-(2-Chloro-3-fluorophenyl)-6-(iodomethyl)-4-(4-methoxybenzyl)morpholin-3-one